1-(3-chloro-4,5,6,7-tetrahydropyrazolo[1,5-a]pyridin-2-yl)-5-(methylamino)-1H-pyrazole-4-carbonitrile ClC=1C(=NN2C1CCCC2)N2N=CC(=C2NC)C#N